C(#N)C1=NC=C(C(=C1)C1=CC=2N(C=C1)N=C(C2)NC(=O)C2CC2)NCC(C)(C)O N-[5-[2-cyano-5-[(2-hydroxy-2-methyl-propyl)amino]-4-pyridyl]pyrazolo[1,5-a]pyridin-2-yl]cyclopropanecarboxamide